BrC=1C=C2C(CN(C(C2=CC1)=O)CC(=O)NC1=NC=C(C=N1)F)C(F)F 2-(6-bromo-4-(difluoromethyl)-1-oxo-3,4-dihydroisoquinolin-2(1H)-yl)-N-(5-fluoropyrimidin-2-yl)acetamide